5-(chloromethyl)-3-(cyclopropylmethyl)-1-methyl-1H-pyrazole ClCC1=CC(=NN1C)CC1CC1